CC1(C(N(C2=CC=C(C=C12)C(=O)N[C@]1(CS(CC1)(=O)=O)C)C1=CC(=CC=C1)OC(F)(F)F)=O)C 3,3-dimethyl-N-[(3R)-3-methyl-1,1-dioxo-thiacyclopent-3-yl]-2-oxo-1-[3-(trifluoromethoxy)phenyl]indoline-5-carboxamide